N-[4-(3,5-dicyclopropyl-1H-pyrazol-1-yl)phenyl]-2-(1H-indol-3-yl)acetamide C1(CC1)C1=NN(C(=C1)C1CC1)C1=CC=C(C=C1)NC(CC1=CNC2=CC=CC=C12)=O